4-(6-(4-aminopiperidin-1-yl)-3-(3-fluoro-4-(2-hydroxy-2-methylpropyl)phenyl)-4-hydroxy-pyridin-2-yl)-2-fluorobenzonitrile hydrochloride Cl.NC1CCN(CC1)C1=CC(=C(C(=N1)C1=CC(=C(C#N)C=C1)F)C1=CC(=C(C=C1)CC(C)(C)O)F)O